6-(2,6-difluoro-4-(2-(methyl-d3)-2H-indazol-4-yl)benzyl)-3-hydroxy-6,7-dihydro-5H-pyrrolo[3,4-b]pyridin-5-one-7,7-d2 FC1=C(CN2C(C3=NC=C(C=C3C2=O)O)([2H])[2H])C(=CC(=C1)C=1C2=CN(N=C2C=CC1)C([2H])([2H])[2H])F